N6-(4-cyclobutyl-N-{(1r,4S)-4-[({[(9H-fluoren-9-yl)methoxy]carbonyl}amino)methyl]cyclohexane-1-carbonyl}-L-phenylalanyl)-N2-{[(1S)-1,3-dicarboxypropyl]carbamoyl}-L-lysine C1(CCC1)C1=CC=C(C[C@H](NC(=O)C2CCC(CC2)CNC(=O)OCC2C3=CC=CC=C3C=3C=CC=CC23)C(=O)NCCCC[C@H](NC(N[C@@H](CCC(=O)O)C(=O)O)=O)C(=O)O)C=C1